4-[2-dimethylphosphoryl-1-(4-fluorophenyl)-4-hydroxy-indol-3-yl]benzoic acid CP(=O)(C)C=1N(C2=CC=CC(=C2C1C1=CC=C(C(=O)O)C=C1)O)C1=CC=C(C=C1)F